4-(3-(ethyl-(phenethyl)amino)propyl)phenol C(C)N(CCCC1=CC=C(C=C1)O)CCC1=CC=CC=C1